C1(CCC1)N1C(C(N(CC1)CC=1SC(=NN1)C1=C(C=CC=C1)F)=O)=O 1-cyclobutyl-4-((5-(2-fluorophenyl)-1,3,4-thiadiazol-2-yl)methyl)piperazine-2,3-dione